COCCN1N=CC(=C1)NC1=CC(=NC=N1)C=1C=C(C=CC1)NC(C=C)=O N-(3-(6-((1-(2-methoxyethyl)-1H-pyrazol-4-yl)amino)pyrimidin-4-yl)phenyl)acrylamide